C(C)(C)(C)OC(=O)N[C@H](C(=O)OC)CC=1SC=C(N1)C=1C=C2C(=C(N(C2=CC1)CC)C=1C(=NC=CC1)COC)CC(CO)(C)C methyl (2S)-2-[(tert-butoxycarbonyl) amino]-3-[4-[1-ethyl-3-(3-hydroxy-2,2-dimethylpropyl)-2-[2-(methoxymethyl)pyridin-3-yl]indol-5-yl]-1,3-thiazol-2-yl]propanoate